benzyl 3-(3-((tert-butoxycarbonyl)amino)benzyl)-5-methyl-4-oxo-3,4,5,6,8,9-hexahydro-7H-pyrido[4',3':4,5]pyrrolo[2,3-d]pyridazine-7-carboxylate C(C)(C)(C)OC(=O)NC=1C=C(CN2N=CC3=C(C2=O)N(C2=C3CCN(C2)C(=O)OCC2=CC=CC=C2)C)C=CC1